N-(2,2-difluoroethyl)-2,3-dihydro-1H-pyrrolo[3,4-c]pyridine-6-carboxamide FC(CNC(=O)C1=CC2=C(C=N1)CNC2)F